Tert-butyl (S,Z)-(((tert-butoxycarbonyl)imino)(2-(3-(1-octyl-1H-indol-6-yl)-1,2,4-oxadiazol-5-yl)pyrrolidin-1-yl)methyl)carbamate C(C)(C)(C)OC(=O)\N=C(/N1[C@@H](CCC1)C1=NC(=NO1)C1=CC=C2C=CN(C2=C1)CCCCCCCC)\NC(OC(C)(C)C)=O